5-((4-chloro-5-((3-(3-chloro-4-(3-hydroxypropoxy)pyridin-2-yl)-2-methylbenzyl)oxy)-2-(((1,3-dihydroxy-2-methyl-propan-2-yl)amino)methyl)phenoxy)methyl)nicotinonitrile ClC1=CC(=C(OCC=2C=NC=C(C#N)C2)C=C1OCC1=C(C(=CC=C1)C1=NC=CC(=C1Cl)OCCCO)C)CNC(CO)(CO)C